N[14C@@H](CO)C(=O)O [14C]L-serine